CN1CCN(CCC1)C(=O)[O-] 4-methyl-1,4-diazepane-1-carboxylate